(S)-4-(3-(1-acryloylpyrrolidin-2-yl)imidazo[1,5-a]pyrazin-1-yl)-N-(2-fluoro-3-methoxyphenyl)benzamide C(C=C)(=O)N1[C@@H](CCC1)C1=NC(=C2N1C=CN=C2)C2=CC=C(C(=O)NC1=C(C(=CC=C1)OC)F)C=C2